2-(4-(4-((1R,5S)-8-oxa-3-azabicyclo[3.2.1]octan-3-yl)-8-fluoro-2-(8-methyl-3,8-diazabicyclo[3.2.1]octan-3-yl)pyrido[4,3-d]pyrimidin-7-yl)-5-ethynyl-6-fluoronaphthalen-2-yl)propan-2-ol [C@H]12CN(C[C@H](CC1)O2)C=2C1=C(N=C(N2)N2CC3CCC(C2)N3C)C(=C(N=C1)C1=CC(=CC3=CC=C(C(=C13)C#C)F)C(C)(C)O)F